[N+](=O)([O-])C=1C=CC=C(C1)N 5-nitro-phenylamine